1-(6-bromopyridin-2-yl)imidazolidin-2-one BrC1=CC=CC(=N1)N1C(NCC1)=O